BrC1=CC=C(CN(C(=O)[C@H]2CN(CCC2)C=2C=C(OC(C(=O)OC(C)(C)C)(C)C)C=CC2)C2CC2)C=C1 tert-Butyl (R)-2-(3-(3-((4-bromobenzyl) (cyclopropyl) carbamoyl) piperidin-1-yl)phenoxy)-2-methylpropanoate